C1(CC1)C=1N=NN(C1)[C@H](C(=O)N1[C@@H](C[C@H](C1)O)C(=O)NCC(N1CCCCC2=C1C=CC=C2)=O)C(C)(C)C (2S,4R)-1-[(2S)-2-(4-cyclopropyltriazol-1-yl)-3,3-dimethyl-butanoyl]-4-hydroxy-N-[2-oxo-2-(2,3,4,5-tetrahydro-1-benzazepin-1-yl)ethyl]pyrrolidine-2-carboxamide